(E)-3-(7-amino-8-oxo-6,7,8,9-tetrahydro-5H-pyrido[2,3-b]azepin-3-yl)-N-((4-fluoro-3-methylbenzofuran-2-yl)methyl)-N-methylacrylamide NC1CCC2=C(NC1=O)N=CC(=C2)/C=C/C(=O)N(C)CC=2OC1=C(C2C)C(=CC=C1)F